N1=CC=NC2=CC3=C(C4CNCC3C4)C=C21 7,8,9,10-tetrahydro-6,10-methano-6H-pyrazino(2,3-h)(3)benzazepine